((trifluoromethyl)thio)benzo[b]thiophen FC(SC1=CC2=C(S1)C=CC=C2)(F)F